Sodium (Z)-6-(4-((8-benzyl-6-(4-((tert-butyldimethylsilyl)oxy)phenyl)-3-oxoimidazo[1,2-a]pyrazin-2(3H)-ylidene)methyl)-2-fluorophenoxy)hexane-1-sulfonate C(C1=CC=CC=C1)C=1C=2N(C=C(N1)C1=CC=C(C=C1)O[Si](C)(C)C(C)(C)C)C(/C(/N2)=C/C2=CC(=C(OCCCCCCS(=O)(=O)[O-])C=C2)F)=O.[Na+]